6-[(2-amino-3-chloro-4-pyridinyl)thio]-3-(4-amino-4-methyl-1-piperidinyl)-2-pyridinemethanol NC1=NC=CC(=C1Cl)SC1=CC=C(C(=N1)CO)N1CCC(CC1)(C)N